N(=O)N(CCC)CCC N-nitroso-din-propylamine